3-[(1-METHYL-6-OXO-1,6-DIHYDROPYRIDIN-3-YL)ACETYL]BENZONITRILE CN1C=C(C=CC1=O)CC(=O)C=1C=C(C#N)C=CC1